C1(CC1)N1C(N(C=2C(C1=O)=C(N(C(C2C)=O)C)NC2=C(C=C(C=C2)I)F)C2CN(C2)S(=O)(=O)NC)=O 3-[3-cyclopropyl-5-(2-fluoro-4-iodo-anilino)-6,8-dimethyl-2,4,7-trioxo-pyrido[4,3-d]Pyrimidin-1-yl]-N-methyl-azetidine-1-sulfonamide